C1(CCCCC1)/C=C/CB1OC(CN(CC(O1)=O)C)=O (E)-2-(3-cyclohexylallyl)-6-methyl-1,3,6,2-dioxazaborocan-4,8-dione